C(C)(C)(C)OC(=O)N1CC(N(CC1)CC=1C=NC(=CC1)Cl)(C)C 4-((6-chloropyridin-3-yl)methyl)-3,3-dimethylpiperazine-1-carboxylic acid tert-butyl ester